1H-indazol-3-amine N1N=C(C2=CC=CC=C12)N